O=C(C(=O)NC=1C2=C(C=NC1)C=NN2C2OCCCC2)N2[C@H](CC[C@@H](C2)C)C=2C=CC1=C(N=C(S1)C1CCN(CC1)C)C2 2-Oxo-2-[(2R,5S)-5-methyl-2-[2-(1-methyl-4-piperidyl)-1,3-benzothiazol-5-yl]-1-piperidyl]-N-(1-tetrahydropyran-2-ylpyrazolo[4,3-c]pyridin-7-yl)acetamide